C1(CCCC1)N1C(C=C(C2=C1N=C(N=C2)N2CCC(CC2)NCCC2=CC=CC=C2)C2=CC=C(C=C2)OC2=CC=CC=C2)=O 8-cyclopentyl-2-(4-(phenethylamino)piperidin-1-yl)-5-(4-phenoxyphenyl)pyrido[2,3-d]pyrimidin-7-one